2',3-dichloro-5'-ethyl-4-hydroxy-6-methyl-2H-[1,4'-bipyridin]-2-one ClC1=NC=C(C(=C1)N1C(C(=C(C=C1C)O)Cl)=O)CC